(1-(5-Fluoropyridin-3-yl)-1H-indol-5-yl)acrylamide FC=1C=C(C=NC1)N1C=CC2=CC(=CC=C12)C(C(=O)N)=C